[Cl-].[Li+].[Cu+2].[Cl-].[Cl-] Copper lithium chloride